FC1=C(C=CC(=C1)C=1C=NNC1)C1CCN(CC1)C1OCCC1 (4-(2-fluoro-4-(1H-pyrazol-4-yl)phenyl)piperidin-1-yl)(tetrahydrofuran)